C1(=CC=CC=C1)C=C1C=C(C(C(=C1)C)=O)C 4-phenylmethylene-2,6-dimethyl-2,5-cyclohexadien-1-one